ClC1=CC=C(C=C1)[S@](=NC(C1=CC=CC=C1)=O)C1=C(C(=CC=C1)C)C1=C(C=CC=C1C)I N-((S)-(4-chlorophenyl)((R)-2'-iodo-6,6'-dimethyl-[1,1'-biphenyl]-2-yl)-λ4-sulfaneylidene)benzamide